O=C1NC(CCC1N1C(N(C2=C1C=CC(=C2)N2CC(C2)COC2CCN(CC2)C(=O)OC)C)=O)=O methyl 4-[[1-[1-(2,6-dioxo-3-piperidyl)-3-methyl-2-oxo-benzimidazol-5-yl]azetidin-3-yl]methoxy]piperidine-1-carboxylate